CC1=CC=C(C=C1)S(=O)(=O)OCCOCCNC(CNC1=C2C(N(C(C2=CC=C1)=O)C1C(NC(CC1)=O)=O)=O)=O 2-(2-(2-((2-(2,6-dioxopiperidin-3-yl)-1,3-dioxoisoindolin-4-yl)amino)acetamido) ethoxy)ethyl 4-methylbenzenesulfonate